(R)-6-chloro-3-((1-(3,6-dimethyl-2-(2-methylthiazol-5-yl)-4-oxo-3,4-dihydroquinazolin-8-yl)ethyl)amino)-N-(methylsulfonyl)picolinamide ClC1=CC=C(C(=N1)C(=O)NS(=O)(=O)C)N[C@H](C)C=1C=C(C=C2C(N(C(=NC12)C1=CN=C(S1)C)C)=O)C